C(C)(=O)OC1(CCOCC1)C(NC1=CC=C(C=C1)C=1OC2=C(N1)C=CC=C2F)=O [4-[[4-(7-fluoro-1,3-benzoxazol-2-yl)phenyl] carbamoyl] tetrahydropyran-4-yl] acetate